FC(C1=C(N=NC(=C1)C1=C(C2=CN(N=C2C=C1)C)C)NC1C[C@@H]2[C@@H](CN(C2)CC2CCOCC2)C1)F (3aR,5s,6aS)-N-(4-(difluoromethyl)-6-(2,4-dimethyl-2H-indazol-5-yl)pyridazin-3-yl)-2-((tetrahydro-2H-pyran-4-yl)methyl)octahydrocyclopenta[c]pyrrol-5-amine